CC1(NC=C(C2=CC(=NC=C12)N)C1=NN2C(C=CC(=C2)C)=N1)N 1-methyl-4-(6-methyl-[1,2,4]triazolo[1,5-a]pyridin-2-yl)-2,7-naphthyridine-1,6-diamine